(3S)-3-(3-chlorophenyl)-3-{[4-(3,6-difluoro-2-methylphenyl)-5-(4-hydroxybenzoyl)-1-methylpyrrol-3-yl]formamido}propanamide ClC=1C=C(C=CC1)[C@H](CC(=O)N)NC(=O)C1=CN(C(=C1C1=C(C(=CC=C1F)F)C)C(C1=CC=C(C=C1)O)=O)C